BrC=1CCCC2=C(C1C1=CC=C(C=C1)C=C1CN(C1)C(CCF)([2H])[2H])C=CC(=C2)C(=O)OC methyl 8-bromo-9-(4-((1-(3-fluoropropyl-1,1-d2)azetidin-3-ylidene)methyl)phenyl)-6,7-dihydro-5H-benzo[7]annulene-3-carboxylate